oxotris(tert-butoxy)vanadium (IV) O=[V-](OC(C)(C)C)(OC(C)(C)C)OC(C)(C)C